ClC=1C(=C(CNC(=O)C=2C(C(=C3N(C[C@@H]4N(C3=O)[C@H]3CC[C@@H]4C3)C2)O)=O)C=CC1F)F (1R,4S,12aR)-N-(3-chloro-2,4-difluorobenzyl)-7-hydroxy-6,8-dioxo-1,2,3,4,6,8,12,12a-octahydro-1,4-methanodipyrido[1,2-a:1',2'-d]pyrazine-9-carboxamide